O1CCC=2C1=NC=CC2C2=NNC1=NC(=CN=C12)N1C[C@@H]2[C@]([C@@H]2CC1)(C1=C(C=CC=C1)F)CN ((1S,6R,7R)-3-(3-(2,3-dihydrofuro[2,3-b]pyridin-4-yl)-1H-pyrazolo[3,4-b]pyrazin-6-yl)-7-(2-fluorophenyl)-3-azabicyclo[4.1.0]heptan-7-yl)methanamine